NC12CC(C1)(C2)C(=O)N(C)[C@H](C(F)(F)F)C2=NC=C(C=C2)N[C@H]2CC1=CC=C(C=C1C2)Cl 3-Amino-N-((S)-1-(5-(((S)-5-chloro-2,3-dihydro-1H-inden-2-yl)amino)pyridin-2-yl)-2,2,2-trifluoroethyl)-N-methylbicyclo[1.1.1]pentane-1-carboxamide